cerous nitrate ammonium salt [NH4+].[N+](=O)([O-])[O-].[Ce+3].[N+](=O)([O-])[O-].[N+](=O)([O-])[O-].[N+](=O)([O-])[O-]